2-t-butylphenol C(C)(C)(C)C1=C(C=CC=C1)O